(E)-3-(4-phenoxyphenyl)acrylic acid O(C1=CC=CC=C1)C1=CC=C(C=C1)/C=C/C(=O)O